ClC(=CC(F)(F)F)F 1-chloro-1,3,3,3-tetrafluoropropene